methyl 7-isopropyl-5-oxo-6,7,8,9-tetrahydro-5H-benzo[7]annulene-2-carboxylate C(C)(C)C1CC(C2=C(CC1)C=C(C=C2)C(=O)OC)=O